C(#N)C=1C=C(OC=2C=CC(=C3C(CCC23)=O)S(=NC#N)CF)C=C(C1)F N-((7-(3-cyano-5-fluorophenoxy)-3-oxo-2,3-dihydro-1H-inden-4-yl)(fluoromethyl)-λ4-sulfanylidene)cyanamide